(R)-3-amino-1-(isoxazol-3-yl)azepinone N[C@H]1C(N(C=CC=C1)C1=NOC=C1)=O